FC1=C(OC2CCC(CC2)C(=O)OC)C=C(C(=C1)OC)C(N[C@H]1[C@@H]2C=C[C@H]([C@H]1C(NC1=CC(=C(C=C1)F)C(F)(F)F)=O)C2)=O Methyl (1R,4s)-4-(2-fluoro-5-(((1S,2S,3R,4R)-3-((4-fluoro-3-(trifluoromethyl)phenyl)carbamoyl)bicyclo[2.2.1]hept-5-en-2-yl)carbamoyl)-4-methoxyphenoxy)cyclohexane-1-carboxylate